COC1=C(C(=CC(=C1)C)C)C1=CC=C2C(=CC(=NC2=N1)C1CN(CCC1)C(=O)OC(C)(C)C)S(=O)(=O)C tert-butyl 3-[7-(2-methoxy-4,6-dimethyl-phenyl)-4-methylsulfonyl-1,8-naphthyridin-2-yl]piperidine-1-carboxylate